4-(1-Naphthyl)-2-(2-thienylmethyl)imidazole C1(=CC=CC2=CC=CC=C12)C=1N=C(NC1)CC=1SC=CC1